CC1(O[C@H](CN(C1)C=1N=C(C=2N=C(N(C(C2N1)=O)C)C)C1=C(C=C(C(=C1)F)F)F)C=1C=NN(C1)C)C (S)-6-(2,2-dimethyl-6-(1-methyl-1H-pyrazol-4-yl)morpholino)-2,3-dimethyl-8-(2,4,5-trifluorophenyl)pyrimido[5,4-d]pyrimidin-4(3H)-one